BrC1=CC=C(C=C1)[C@@H](C(=O)NC1=CC(=NN1C(=O)OC(C)(C)C)C1CC1)C tert-butyl (S)-5-(2-(4-bromophenyl)propanamido)-3-cyclopropyl-1H-pyrazole-1-carboxylate